The molecule is a vetispirane sesquiterpenoid that consists of (2R,5S,6S,8S,10R)-8-hydroxy-10-methyl-2-(prop-1-en-2-yl)spiro[4.5]decane bearing a formyl substituent at position 6. It has a role as an antifungal agent and a phytoalexin. C[C@@H]1C[C@@H](C[C@@H]([C@]12CC[C@H](C2)C(=C)C)C=O)O